N-(2,3-difluoro-6-methoxybenzyl)-4-fluoro-2-methoxy-N-methyl-5-nitroaniline FC1=C(CN(C2=C(C=C(C(=C2)[N+](=O)[O-])F)OC)C)C(=CC=C1F)OC